(3-bromo-5-methoxy-pyridin-2-yl)-[4-fluoro-3-(7-morpholin-4-yl-quinazolin-4-yl)-phenyl]methanol BrC=1C(=NC=C(C1)OC)C(O)C1=CC(=C(C=C1)F)C1=NC=NC2=CC(=CC=C12)N1CCOCC1